CN(C(C1=CC=CC=C1)=O)C1=CC=C(C=C1)C(NC1=CC=C2C(=NN(C2=C1)CCC1CCN(CC1)C)C)=O N-methyl-N-(4-((3-methyl-1-(2-(1-methylpiperidin-4-yl)ethyl)-1H-indazol-6-yl)carbamoyl)phenyl)benzamide